4,6-dimethyl-N2-[7-(2,3,4,7-tetrahydro-1H-azepin-5-yl)-1,3-benzodioxol-5-yl]pyridine-2,4-diamine CC1(CC(=NC(=C1)C)NC1=CC2=C(OCO2)C(=C1)C=1CCCNCC1)N